FC1(CCN(CC1)C1CCC(CC1)NC(C1=CC=C(C=C1)C1=NC=CC2=C1C=CO2)=O)F N-[4-(4,4-difluoropiperidin-1-yl)cyclohexyl]-4-(furo[3,2-c]pyridin-4-yl)benzamide